C1(=CC=C(C=C1)OCCCC(=O)NCC(=O)O)C (4-(p-tolyloxy)butanoyl)glycine